C(#C)C1=NC=C(C(=C1)OC=1C(=NC(=NC1)N)N)C(=C)C 5-((2-ethynyl-5-(prop-1-en-2-yl)pyridin-4-yl)oxy)pyrimidine-2,4-diamine